(R)-6-((2-fluoro-5-(pyrrolidin-3-ylamino)phenoxy)methyl)nicotinonitrile trifluoroacetic acid salt FC(C(=O)O)(F)F.FC1=C(OCC2=NC=C(C#N)C=C2)C=C(C=C1)N[C@H]1CNCC1